N-((s)-4-Methyl-1-oxo-1-(((s)-3-oxo-1-((s)-2-oxopyrrolidin-3-yl)-4-(2,3,5,6-tetrafluorophenoxy)butan-2-yl)amino)pentan-2-yl)-1H-indole-2-carboxamide CC(C[C@@H](C(N[C@@H](C[C@H]1C(NCC1)=O)C(COC1=C(C(=CC(=C1F)F)F)F)=O)=O)NC(=O)C=1NC2=CC=CC=C2C1)C